ClC1=CC=C2N(C1=O)C(NC2=O)(C)CC2=CC=C(C=C2)Cl 6-chloro-3-(4-chlorobenzyl)-3-methyl-2,3-dihydroimidazo[1,5-a]pyridine-1,5-dione